ClC1=C(C(=O)O)C=C(C=C1)OC1=NC2=C(N1)C=C(C(=C2)C2=CC=C(C=C2)C2=CC=C(C=C2)CN2CCN(CC2)COCO)Cl 2-chloro-5-((6-chloro-5-(4'-((4-((hydroxymethoxy)methyl)piperazin-1-yl)methyl)-[1,1'-biphenyl]-4-yl)-1H-benzo[d]imidazol-2-yl)oxy)benzoic acid